(4-(((3-chloro-6,7-dihydrospiro[cyclopenta[d]pyrazolo[1,5-a]pyrimidine-5,4'-piperidine]-8-yl)amino)methyl)phenyl)(morpholino)methanone dihydrochloride Cl.Cl.ClC=1C=NN2C1N=C1C(=C2NCC2=CC=C(C=C2)C(=O)N2CCOCC2)CCC12CCNCC2